((3aR,5s,6aS)-5-(6-methyl-3-(1-methyl-1H-pyrazol-4-yl)-1H-indazol-5-yl)hexahydrocyclopenta[c]pyrrol-2(1H)-yl)tetrahydro-2H-thiopyran 1,1-dioxide CC1=C(C=C2C(=NNC2=C1)C=1C=NN(C1)C)C1C[C@@H]2[C@@H](CN(C2)C2S(CCCC2)(=O)=O)C1